(S)-N-(1-cyclohexyl-2-((6-(3,5-dimethyl-1H-pyrazol-4-yl)pyridin-3-yl)amino)-2-oxoethyl)-1-(penta-1,4-dien-3-yl)-1H-pyrazole-5-carboxamide hydrochloride Cl.C1(CCCCC1)[C@@H](C(=O)NC=1C=NC(=CC1)C=1C(=NNC1C)C)NC(=O)C1=CC=NN1C(C=C)C=C